2,7-dimethyl-4-(o-tolyl)octa-2,6-dienal CC(C=O)=CC(CC=C(C)C)C1=C(C=CC=C1)C